6,7-dihydro-7,14-methanobenzimidazo[1,2-b][2,5]benzodiazocin C1=CC=CC2=CNC3C=4N(C(=C21)C3)C3=C(N4)C=CC=C3